C(#N)C(=C)C1=CC(=C(C=C1)O)O 1-cyano(3,4-dihydroxyphenyl)ethylene